C(C)(=O)N(C1=C(C=C(C=C1)C1=CC=C(C=N1)C(=O)NCC=1C=NC(=CC1)OCC)Cl)CC1CC1 6-[4-[acetyl(cyclopropylmethyl)amino]-3-chloro-phenyl]-N-[(6-ethoxy-3-pyridyl)methyl]pyridine-3-carboxamide